ClC1=C(C=CC=C1)C1(C(CCCC1)=O)NC 2-(2-Chlorophenyl)-2-(methylamino)cyclohexanone